FC1=C(C(=C(C=C1)I)C)C 4-fluoro-2,3-dimethyl-iodobenzene